2-chloro-N-(5-cyclopentyl-1H-pyrazol-3-yl)pyrimidin-4-amine ClC1=NC=CC(=N1)NC1=NNC(=C1)C1CCCC1